CN1C2=C(OC[C@@H](C1=O)NC(OC(C)(C)C)=O)C=CC(=C2)OC[C@@H]2N(C(CC2)=O)C tert-butyl ((S)-5-methyl-7-(((R)-1-methyl-5-oxopyrrolidin-2-yl)methoxy)-4-oxo-2,3,4,5-tetrahydrobenzo[b][1,4]oxazepin-3-yl)carbamate